ClC=1C=CC(=C(C1)C1=CC(=C(N=N1)SCCO)NC1=CC(=NC=C1)NC(=O)[C@@H]1C[C@H](C1)N1CC(N(CC1)C)CCF)F trans-N-(4-{[6-(5-chloro-2-fluorophenyl)-3-[(2-hydroxyethyl)sulfanyl]pyridazin-4-yl]amino}pyridin-2-yl)-3-[3-(2-fluoroethyl)-4-methylpiperazin-1-yl]cyclobutane-1-carboxamide